trans-4,4'-(1,4-cyclohexandiyl)bis(4-methyl-4-morpholinium) diiodide [I-].[I-].[C@H]1(CC[C@H](CC1)[N+]1(CCOCC1)C)[N+]1(CCOCC1)C